FC(C(OC)C1=CC=C(C=C1)C1=CC=CC=C1)(OC)F 4-(2,2-difluoro-1,2-dimethoxyethyl)-1,1'-biphenyl